(3aS,7aS)-1-methyl-3a-(3,4,5-trimethoxyphenyl)-2,3,4,5,7,7a-hexahydroindol-6-one CN1CC[C@@]2(CCC(C[C@H]12)=O)C1=CC(=C(C(=C1)OC)OC)OC